methyl 2-methylimidazo[1,2-b]pyridazine-8-carboxylate CC=1N=C2N(N=CC=C2C(=O)OC)C1